C(C(C)C)N1C[C@@H](CCC1)N1C(NC2=C1C=C(C(=C2)C=2C=C(C=1N(C2)N=CN1)OC)C)=O (R)-1-(1-Isobutylpiperidin-3-yl)-5-(8-methoxy-[1,2,4]triazolo[1,5-a]pyridin-6-yl)-6-methyl-1,3-dihydro-2H-benzo[d]imidazol-2-on